[Si](C1=CC=CC=C1)(C1=CC=CC=C1)(C(C)(C)C)O[C@@H](C)C[C@H](CCC=C)S(=O)(=O)N (2S,4S)-2-((TERT-BUTYLDIPHENYLSILYL)OXY)OCT-7-ENE-4-SULFONAMIDE